(rac)-(2s,4s)-2-(4-(4-(tert-butyl)phenyl)-2-methylpiperidine-1-carbonyl)-7-oxa-5-azaspiro[3.4]Octane-6-one C(C)(C)(C)C1=CC=C(C=C1)[C@@H]1C[C@@H](N(CC1)C(=O)C1CC2(C1)NC(OC2)=O)C |r|